BrC1=NN(C(=C1)C(=O)NC1=C(C=C(C=C1C(=O)NC)C#N)C)C1=NC=CC=C1Cl 3-bromo-1-(3-chloro-2-pyridinyl)-N-[4-cyano-2-methyl-6-[(methylamino)carbonyl]phenyl]-1H-pyrazole-5-carboxamide